2',3-bis[[3-[3,5-di-tert-butyl-4-hydroxyphenyl]propionyl]]propionohydrazide C(C)(C)(C)C=1C=C(C=C(C1O)C(C)(C)C)CCC(=O)NNC(CCC(CCC1=CC(=C(C(=C1)C(C)(C)C)O)C(C)(C)C)=O)=O